CC(=C)C1=CC(=CC=C1)C α-Methyl-m-methylstyrene